2-((tert-butoxycarbonyl)amino)-2-(3,3-difluorocyclobutyl)acetic acid C(C)(C)(C)OC(=O)NC(C(=O)O)C1CC(C1)(F)F